N-(3,4-dichloro-1H-indol-7-yl)-4-(N-ethylpiperidine-4-sulfonimidoyl)benzenesulfonamide ClC1=CNC2=C(C=CC(=C12)Cl)NS(=O)(=O)C1=CC=C(C=C1)S(=O)(=NCC)C1CCNCC1